R-2-methylsulfonyl-1-(4-methylphenyl)ethanol CS(=O)(=O)C[C@H](O)C1=CC=C(C=C1)C